(S)-4-methyl-1,3-dioxolane-2-on C[C@@H]1OC(OC1)=O